C1(CCCCC1)CNC(OC1=CC(=C(C=C1)O)C=1C=NC=C(C1)C1=NN=NN1COCC[Si](C)(C)C)=O 4-hydroxy-3-(5-(1-((2-(trimethylsilyl)ethoxy)methyl)-1H-tetrazol-5-yl)pyridin-3-yl)phenyl (cyclohexylmethyl)carbamate